benzyl-6-methyl-3-phenyl-1,2,4,5-tetrazine-1(4H)-carboxylate C(C1=CC=CC=C1)OC(=O)N1N=C(NN=C1C)C1=CC=CC=C1